7-methyl-2-((7-methyl-[1,2,4]triazolo[1,5-a]pyridin-6-yl)amino)-9-(tetrahydro-2H-pyridine-4-yl)-7,9-dihydro-8H-purine-8-thione CN1C(N(C2=NC(=NC=C12)NC=1C(=CC=2N(C1)N=CN2)C)C2CCNCC2)=S